(4-chlorobenzyl)phosphonium bromide [Br-].ClC1=CC=C(C[PH3+])C=C1